O1CCOC2=C1C=CC=C2C2=CC=C(C(=N2)OC)NC2=CC=C(C=C2)CN(C)C [6-(2,3-Dihydro-benzo[1,4]dioxin-5-yl)-2-methoxy-pyridin-3-yl]-(4-dimethylaminomethyl-phenyl)-amine